S(=O)(=O)=C1OC(C=CC1N=[N+]=[N-])=S(=O)=O 2,6-disulfonyl-azidopyran